C(CCC)OCOCCCC(CC(CC(C)[Mg]I)C)C 8-butyloxymethoxy-1,3,5-trimethyloctylmagnesium iodide